C(C)(C)(C)N(N=N[In](N=NN(C(C)(C)C)C(C)(C)C)N=NN(C(C)(C)C)C(C)(C)C)C(C)(C)C tris(di-tert-butyltriazenyl)indium (III)